C(=C)N1C(C(CC1)C)=O N-vinyl-3-methyl-pyrrolidone